5-{(3S,5S)-1-[2-(1-isopropyl-piperidin-4-yl)-acetyl]-5-methyl-piperidin-3-yl}-quinoline-8-carbonitrile C(C)(C)N1CCC(CC1)CC(=O)N1C[C@@H](C[C@@H](C1)C)C1=C2C=CC=NC2=C(C=C1)C#N